2-Fluoro-5-(6-(4-(methylsulfonyl)piperazin-1-yl)-1H-pyrazolo[3,4-b]pyrazin-3-yl)-3-(trifluoromethyl)phenol FC1=C(C=C(C=C1C(F)(F)F)C1=NNC2=NC(=CN=C21)N2CCN(CC2)S(=O)(=O)C)O